5-(cyclopropylmethyl)-1-methyl-4-(4,4,5,5-tetramethyl-1,3,2-dioxaborolan-2-yl)-1H-pyrazole C1(CC1)CC1=C(C=NN1C)B1OC(C(O1)(C)C)(C)C